N1=NC(=CC=C1)CCC(=O)N pyridazinpropanamide